[N].C(C1=CC=CC=C1)OC([C@@H](N)CCC(=O)O)=O L-glutamic acid benzyl ester nitrogen